NC1=C2C(=NC=N1)N(N=C2C)[C@@H](C)C=2C(=C(C(=C(C2)Cl)F)[C@@H]2CNC(O2)=O)OCC (R)-5-{3-[(S)-1-(4-amino-3-methyl-1H-pyrazolo[3,4-d]pyrimidin-1-yl)ethyl]-5-chloro-2-ethoxy-6-fluorophenyl}-1,3-oxazolidin-2-one